N-[1-(2-chlorophenyl)-1H-indazol-3-yl]-2-(trifluoromethyl)benzamide 2-(4-Piperidyl)ethyl-1-(2,6-dioxo-3-piperidyl)-3-methyl-2-oxo-benzimidazole-5-carboxylate N1CCC(CC1)CCOC(=O)C1=CC2=C(N(C(N2C)=O)C2C(NC(CC2)=O)=O)C=C1.ClC1=C(C=CC=C1)N1N=C(C2=CC=CC=C12)NC(C1=C(C=CC=C1)C(F)(F)F)=O